Di-tert-butyl-(2',4',6'-triisopropyl-3,6-dimethoxy-[1,1'-biphenyl]-2-yl)phosphine C(C)(C)(C)P(C1=C(C(=CC=C1OC)OC)C1=C(C=C(C=C1C(C)C)C(C)C)C(C)C)C(C)(C)C